ClC=1C=C2C(=NC1)N(C(=C2)CCNC(OC(C)(C)C)=O)S(=O)(=O)C2=CC=CC=C2 tert-butyl (2-(5-chloro-1-(phenylsulfonyl)-1H-pyrrolo[2,3-b]pyridin-2-yl)ethyl)carbamate